COC(CN(C)C1=NC2=CC=C(C=C2C(=C1)C1=CC=CC=C1)\C=C\OCC)=O (E)-N-(6-(2-ethoxyvinyl)-4-phenylquinolin-2-yl)-N-methylglycine methyl ester